C(N)(=O)C=1C(=NC=CC1)OC1=CC=C(C=C1)CC(=O)O 2-(4-((3-carbamoylpyridin-2-yl)oxy)phenyl)acetic acid